N1(N=NN=C1)C[C@H](C)OC=1C=C(C=CC1Cl)C=1C=NC(=NC1)NC=1C(=NN(C1)C1CCC(CC1)N1C[C@@H](O[C@@H](C1)C)C)OCC1=NC=CC=N1 5-(3-(((S)-1-(1H-tetrazol-1-yl)propan-2-yl)oxy)-4-chlorophenyl)-N-(1-((1r,4r)-4-((2S,6R)-2,6-di-methylmorpholino)cyclohexyl)-3-(pyrimidin-2-ylmethoxy)-1H-pyrazol-4-yl)pyrimidin-2-amine